5-(7,8-Dimethyl-[1,2,4]triazolo[1,5-a]pyridin-6-yl)-6-isopropyl-1-((1S,4S)-4-(((tetrahydro-2H-pyran-4-yl)methyl)amino)cyclohexyl)-1,3-dihydro-2H-benzo[d]imidazol-2-on CC1=C(C=2N(C=C1C1=CC3=C(N(C(N3)=O)C3CCC(CC3)NCC3CCOCC3)C=C1C(C)C)N=CN2)C